(5-Fluoroorotic acid), Monohydrate O.FC1=C(C(=O)O)NC(NC1=O)=O